ethyl 3-mercaptopropionate (ethyl 3-mercaptopropionate) C(C)C(C(=O)O)CS.SCCC(=O)OCC